ethyl 2-(3-(difluoromethyl)-3b,4,4a,5-tetrahydro-1H-cyclopropa[3,4]cyclopenta[1,2-c]pyrazol-1-yl)acetate FC(C=1C2=C(N(N1)CC(=O)OCC)CC1C2C1)F